FC1=CC=C(C(=O)NC2(CC2)C2=CC=C(C=C2)C=2C=NC(=CC2[C@@H](C)O)C(F)(F)F)C=C1 (R)-4-Fluoro-N-(1-(4-(4-(1-hydroxyethyl)-6-(trifluoromethyl)pyridin-3-yl)phenyl)cyclopropyl)benzamid